C(C)(C)(C)[Si](OC1CC(C1)N)(C)C 3-[tert-butyl-(dimethyl)silyl]oxycyclobutylamine